1,3-disilacyclobutan [SiH2]1C[SiH2]C1